FC(CN1N(CC2=CC=CC=C12)C=1C=NC=CC1)(C)F N-(2,2-difluoropropyl)-2-(3-pyridinyl)-2H-indazole